N-(2-chloroethyl)-acetamide ClCCNC(C)=O